(R)-N-(4-(chlorodifluoromethoxy)phenyl)-6-(3-hydroxypyrrolidin-1-yl)-5-((4-(trifluoromethyl)pyridin-3-yl)amino)nicotinamide ClC(OC1=CC=C(C=C1)NC(C1=CN=C(C(=C1)NC=1C=NC=CC1C(F)(F)F)N1C[C@@H](CC1)O)=O)(F)F